CC=1N=NNC1 4-methyl-1H-triazole